C1(CCCC1)N1C(=CC2=C1N=C(N=C2)NC2=NC=C(C=C2)N2CCN(CC2)C2CCNCC2)C(=O)N(C)C 7-cyclopentyl-N,N-dimethyl-2-[[5-[4-(4-piperidinyl)piperazin-1-yl]-2-pyridinyl]amino]pyrrolo[2,3-d]-pyrimidine-6-carboxamide